O1CCN(CC1)C1=CC(=NC=2N1N=CC2)N2N=C(C=C2)C=2C=C(C=CC2)C 7-morpholino-5-(3-(m-tolyl)-1H-pyrazol-1-yl)pyrazolo[1,5-a]pyrimidin